bis(2-hydroxypropyl)amine OC(CNCC(C)O)C